BrC1=C(C(=CC=C1)F)C=1C=C(NC1)C(=O)O 4-(2-bromo-6-fluorophenyl)-1H-pyrrole-2-carboxylic acid